tert-butyl (S)-2-(((tert-butyldimethylsilyl)oxy)methyl)-4-(5-(2-cyclopentylacetyl)-4,5,6,7-tetrahydrothiazolo[5,4-c]pyridin-2-yl)piperazine-1-carboxylate [Si](C)(C)(C(C)(C)C)OC[C@H]1N(CCN(C1)C=1SC=2CN(CCC2N1)C(CC1CCCC1)=O)C(=O)OC(C)(C)C